3-(1-{2-[4-(benzyloxy)butoxy]ethyl}-1H-pyrazol-4-yl)-5-[(tert-butyldimethylsilyl)oxy]-1-(oxan-2-yl)-1H-indazole C(C1=CC=CC=C1)OCCCCOCCN1N=CC(=C1)C1=NN(C2=CC=C(C=C12)O[Si](C)(C)C(C)(C)C)C1OCCCC1